3-({[6-(3-fluorobenzenesulfonyl)-1,2,3,4-tetrahydronaphthalen-1-yl]methyl}amino)pyridine-4-carboxylic acid FC=1C=C(C=CC1)S(=O)(=O)C=1C=C2CCCC(C2=CC1)CNC=1C=NC=CC1C(=O)O